Tert-butyl(tert-butyloxycarbonyl)(7-fluoro-4-vinyl-2,3-dihydro-1H-inden-5-yl)carbamate C(C)(C)(C)OC(N(C=1C(=C2CCCC2=C(C1)F)C=C)C(=O)OC(C)(C)C)=O